2-(1-(3-(azetidin-3-yl)piperidin-1-yl)cyclobutyl)acetic acid hydrochloride Cl.N1CC(C1)C1CN(CCC1)C1(CCC1)CC(=O)O